2-oxo-N-phenylacetohydrazonoyl cyanide O=CC(=NNC1=CC=CC=C1)C#N